4-{4-[(prop-2-yl)oxy]phenyl}azepane CC(C)OC1=CC=C(C=C1)C1CCNCCC1